4-(2-amino-5-(2-cyanophenyl)-4-oxo-4,7-dihydro-3H-pyrrolo[2,3-d]pyrimidin-6-yl)-N,N-dimethylbenzenesulfonamide NC=1NC(C2=C(N1)NC(=C2C2=C(C=CC=C2)C#N)C2=CC=C(C=C2)S(=O)(=O)N(C)C)=O